CC(CCCCC)[15N]=C(C1=CC=CC=C1)C1=CC=CC=C1 N-(heptan-2-yl)-1,1-diphenylmethanimine-15N